CC1=C(C=NN1CC1CC1)CC1=CC=C(C=C1)C1CC1 5-methyl-1-(cyclopropylmethyl)-4-[(4-cyclopropylphenyl)-methyl]-1H-pyrazole